CC=1C(=[N+](C=CC1)C1CCCCCC1)CC methylethylcycloheptylpyridinium